3-(1H-benzo[d]imidazol-6-yl)-2-(2,6-difluorophenyl)thiazolidin-4-one N1C=NC2=C1C=C(C=C2)N2C(SCC2=O)C2=C(C=CC=C2F)F